FC1=CC=C(C=C1)N1N=CC=C1S(=O)C 1-(4-fluorophenyl)-5-(methylsulfinyl)-1H-pyrazole